7-((1H-imidazol-1-yl)methyl)-2-(6,7-diethoxyquinazolin-4-yl)-5-(1-methyl-3-(trifluoromethyl)-1H-pyrazol-4-yl)-3,4-dihydroisoquinolin-1(2H)-one N1(C=NC=C1)CC1=CC(=C2CCN(C(C2=C1)=O)C1=NC=NC2=CC(=C(C=C12)OCC)OCC)C=1C(=NN(C1)C)C(F)(F)F